C(CO)O ethane-2,1-diol